tert-butyl (2S,4S)-4-azido-2-(2-((tert-butyldimethylsilyl)oxy)ethyl)-piperidine-1-carboxylate N(=[N+]=[N-])[C@@H]1C[C@H](N(CC1)C(=O)OC(C)(C)C)CCO[Si](C)(C)C(C)(C)C